Isopropyl (R)-4-(((2R,4aR,6R,7S,7aS)-6-(2-amino-6-methoxy-9H-purin-9-yl)-7-hydroxy-2-oxidotetrahydro-4H-furo[3,2-d][1,3,2]dioxaphosphinin-2-yl)oxy)-2-methylbutanoate NC1=NC(=C2N=CN(C2=N1)[C@H]1[C@H]([C@@H]2O[P@](OC[C@H]2O1)(=O)OCC[C@H](C(=O)OC(C)C)C)O)OC